C(C=C)(=O)N1[C@H](CN(CC1)C1=NC(=NC=2C[C@H](CCC12)N1CCCC2=CC=CC=C12)OC[C@H]1N(CCC1)C(C)C)CC#N 2-((S)-1-Acryloyl-4-((S)-7-(3,4-dihydroquinolin-1(2H)-yl)-2-(((S)-1-isopropylpyrrolidin-2-yl)methoxy)-5,6,7,8-tetrahydroquinazolin-4-yl)piperazin-2-yl)acetonitrile